C1(=CC=C(C=C1)N(C1=C(C=CC=C1)C1=CC=C(C=C1)C1=C(C=CC=C1)N(C1=CC=C(C=C1)C1=CC=CC=C1)C1=CC=C(C=C1)C1=CC=CC=C1)C1=CC=C(C=C1)C1=CC=CC=C1)C1=CC=CC=C1 2,2''-bis{bis(biphenyl-4-yl)amino}-1,1':4',1''-terphenyl